Disodium nickel ethylenediamine tetraacetate C(C)(=O)ON(CCN(OC(C)=O)OC(C)=O)OC(C)=O.[Ni].[Na].[Na]